ClC1=CC=C(C=C1)C=1C(NC=C2C1N=C(N=C2)NCC)=O 8-(4-chlorophenyl)-2-(ethylamino)pyrido[4,3-d]pyrimidin-7(6H)-one